(4-(((1-((2,4-dimethoxybenzyl)amino)isoquinolin-5-yl)amino)methyl)-2-oxabicyclo[2.1.1]hexan-1-yl)methyl methanesulfonate CS(=O)(=O)OCC12OCC(C1)(C2)CNC2=C1C=CN=C(C1=CC=C2)NCC2=C(C=C(C=C2)OC)OC